Ethyl 2-bromo-4,4-dimethylvalerate BrC(C(=O)OCC)CC(C)(C)C